6-HYDROXYQUINOLINE-3-BORONIC ACID OC=1C=C2C=C(C=NC2=CC1)B(O)O